N-(3-(1H-pyrazol-1-yl)-5-(3-(4-(trifluoromethyl)phenyl)-1H-indazol-1-yl)phenyl)acrylamide methyl-1-(4-bromo-3-fluoro-2-nitrophenyl)-4-methyl-1H-pyrazole-5-carboxylate COC(=O)C1=C(C=NN1C1=C(C(=C(C=C1)Br)F)[N+](=O)[O-])C.N1(N=CC=C1)C=1C=C(C=C(C1)N1N=C(C2=CC=CC=C12)C1=CC=C(C=C1)C(F)(F)F)NC(C=C)=O